N1CC(C1)CC1CCN(CC1)CC1CCN(CC1)C=1C=C2C(N(C(C2=CC1)=O)C1C(NC(CC1)=O)=O)=O 5-[4-[[4-(azetidin-3-ylmethyl)-1-piperidinyl]methyl]-1-piperidinyl]-2-(2,6-dioxo-3-piperidinyl)isoindoline-1,3-dione